CN1N=C(C=C1N)C1=NC2=C(N1C)C=CC=C2 2-methyl-5-(1-methylbenzimidazol-2-yl)pyrazol-3-amine